OC1(CN(CCC1)C(=O)OCC1=CC=CC=C1)C1=CC=CC=C1 benzyl 3-hydroxy-3-phenyl-piperidine-1-carboxylate